pyrrolidine-1-carboxylate N1(CCCC1)C(=O)[O-]